(3R,4R)-4-(4,4-diethyl-2-imino-6-oxo-hexahydropyrimidin-1-yl)-N-[(3S,4R)-3-hydroxy-3-methyl-chroman-4-yl]-3-(methoxymethyl)chromane-6-carboxamide C(C)C1(NC(N(C(C1)=O)[C@@H]1[C@@H](COC2=CC=C(C=C12)C(=O)N[C@H]1[C@](COC2=CC=CC=C12)(C)O)COC)=N)CC